N-(5-cyano-4-((1S,2R)-2-methoxycyclobutoxy)pyridin-2-yl)-7-formyl-6-(((S)-3-methoxy-2-carbonylpyrrolidin-1-yl)methyl)-3,4-dihydro-1,8-naphthyridine-1(2H)-carboxamide C(#N)C=1C(=CC(=NC1)NC(=O)N1CCCC2=CC(=C(N=C12)C=O)CN1C([C@H](CC1)OC)=C=O)O[C@@H]1[C@@H](CC1)OC